3-{[N-(4-methoxy-1H-indole-2-carbonyl)leucyl]amino}-2-oxo-4-(2-oxopiperidin-3-yl)butyl 2,4,6-trimethylpyrimidine-5-carboxylate CC1=NC(=C(C(=N1)C)C(=O)OCC(C(CC1C(NCCC1)=O)NC([C@@H](NC(=O)C=1NC2=CC=CC(=C2C1)OC)CC(C)C)=O)=O)C